OC1=C(C(=O)NC2=CC=CC=C2)C=C(C=C1)C=1OC(=CC1)\C=C/1\C(C2=C(S1)C=CC=C2)=O (Z)-2-hydroxy-5-(5-((3-oxobenzo[b]thiophen-2(3H)-ylidene)methyl)furan-2-yl)-N-phenylbenzamide